(S)-1-(5-bromo-2,3-dihydro-1H-indene-2-carbonyl)indoline BrC=1C=C2C[C@H](CC2=CC1)C(=O)N1CCC2=CC=CC=C12